1-(piperidin-4-yl)azepane N1CCC(CC1)N1CCCCCC1